(2R,3S,4R,5R)-2-[(acetyloxy)methyl]-5-{4-aminopyrrolo[2,1-f][1,2,4]triazin-7-yl}-5-cyano-4-hydroxyoxolan-3-yl (2S)-2-{[(tert-butoxy)carbonyl]amino}-3-methylbutanoate C(C)(C)(C)OC(=O)N[C@H](C(=O)O[C@@H]1[C@H](O[C@@]([C@@H]1O)(C#N)C1=CC=C2C(=NC=NN21)N)COC(C)=O)C(C)C